CC=1C(=NC(=NC1)NC=1C=CC(=NC1)N1C[C@H](OCC1)C)NC=1C=CC2=C(NC(O2)=O)C1 methyl-N2-[2-(2R-methylmorpholino)pyridin-5-yl]-N4-(2-oxo-2,3-dihydro-1,3-benzooxazol-5-yl)-2,4-pyrimidinediamine